FC1=C2CC(CC2=CC=C1OCC(=O)NC)CN1CCC2(CN(C(O2)=O)C2=NC3=C(OCC(N3)=O)N=C2)CC1 2-[[4-fluoro-2-[[2-oxo-3-(3-oxo-4H-pyrazino[2,3-b][1,4]oxazin-6-yl)-1-oxa-3,8-diazaspiro[4.5]decan-8-yl]methyl]-2,3-dihydro-1H-inden-5-yl]oxy]-N-methylacetamide